CC=1CCCC(C1)C=1C(=C(C(=CC1O)CCCCC)C1=CC=NN1C)O 5'-methyl-3-(1-methyl-1H-pyrazol-5-yl)-4-pentyl-1',2',3',4'-tetrahydro-[1,1'-biphenyl]-2,6-diol